C[C@H]1[C@H]([C@H]([C@@H]([C@@H](O1)O[C@@H]2[C@H]([C@@H](O[C@@H]([C@H]2O[C@H]3[C@@H]([C@H]([C@H]([C@H](O3)CO)O)O[C@@]4(C[C@@H]([C@H]([C@@H](O4)[C@@H]([C@@H](CO)O)O)NC(=O)C)O)C(=O)O)O)CO)OC[C@@H]5[C@@H]([C@@H]([C@H](C(O5)O)NC(=O)C)O[C@H]6[C@@H]([C@H]([C@H]([C@H](O6)CO)O)O)O)O)NC(=O)C)O)O)O The molecule is a branched amino hexasaccharide comprising a linear tetrasaccharide chain consisting of alpha-neuraminic acid, beta-D-galactose, N-acetyl-D-glucosamine, and N-acetyl-D-galactosamine residues, linked sequentially (2->3), (1->4), and (1->6), with an alpha-L-fucosyl residue linked (1->3) to the N-acetyl-D-glucosamine residue and a D-galactose residue linked (1->3) to the reducing-end N-acetyl-D-glucosamine residue. It has a role as an epitope. It is an amino hexasaccharide, a galactosamine oligosaccharide, a member of N-acetylneuraminic acids and a glucosamine oligosaccharide.